S(=O)(=O)([O-])[O-].[Mn+2].BrC=1C=CC(=NC1)O[C@@H]1C[C@@H]2CN([C@H]1CC2)C(=O)C2=C(C=CC=C2C2=NC=CC=N2)F ((1S,4R,6R)-6-((5-bromopyridin-2-yl)oxy)-2-azabicyclo[2.2.2]oct-2-yl)(2-fluoro-6-(pyrimidin-2-yl)phenyl)methanone manganese sulfate